tert-butyl 5-(3-((2-(4-ethoxy-4-oxobutanoyl)-4-fluoro-6-methoxybenzo[b]thiophen-5-yl) oxy) propoxy)-4-fluoro-6-methoxyisoindoline-2-carboxylate C(C)OC(CCC(=O)C1=CC2=C(S1)C=C(C(=C2F)OCCCOC=2C(=C1CN(CC1=CC2OC)C(=O)OC(C)(C)C)F)OC)=O